6-[1-(azetidin-3-yl)pyrazol-4-yl]-4-chloro-7-[4-fluoro-2-(2-methoxyethoxy)phenyl]thieno[3,2-c]pyridine N1CC(C1)N1N=CC(=C1)C1=C(C2=C(C(=N1)Cl)C=CS2)C2=C(C=C(C=C2)F)OCCOC